methyl (1r,2s,5s)-6,6-dimethyl-3-(2-(3-(trifluoromethyl) isoxazol-5-yl) acetyl)-3-azabicyclo[3.1.0]hexane-2-carboxylate CC1([C@H]2CN([C@@H]([C@@H]12)C(=O)OC)C(CC1=CC(=NO1)C(F)(F)F)=O)C